COC(C1=NC=C(C=C1)NC1=C(C=CC=C1C)N)=O 5-((2-amino-6-methylphenyl)amino)picolinic acid methyl ester